COC(=O)C1=NC(=CC=C1C(=O)O)C 2-(methoxycarbonyl)-6-methylpyridine-3-carboxylic acid